BrCCCOC=1C(OC2=CC(=CC=C2C1)C=1C=NC=CC1)=O (3-Bromopropoxy)-7-(pyridin-3-yl)-2H-chromen-2-one